1-(2-(pyrrolidin-1-yl)ethyl)-1H-indole-5-carboxamide N1(CCCC1)CCN1C=CC2=CC(=CC=C12)C(=O)N